2,3-dicyanopropionic acid ethyl ester C(C)OC(C(CC#N)C#N)=O